(R)-6-(7-methyl-1,4-oxazepan-4-yl)quinoline-4-carboxylic acid C[C@@H]1CCN(CCO1)C=1C=C2C(=CC=NC2=CC1)C(=O)O